ClC1=NC=2N(CC(NC2C=N1)=O)CC1=CC=C(C=C1)C=1N(C=C(N1)C(F)(F)F)C(F)F 2-chloro-8-(4-(1-(difluoromethyl)-4-(trifluoromethyl)-1H-imidazol-2-yl)benzyl)-7,8-dihydro-pteridin-6(5H)-one